2-fluoro-N-(5-(5-(3-fluoro-4-((4-methylpyrimidin-2-yl)oxy)phenyl)-2-((1-methyl-1H-Pyrazol-4-yl)amino)pyrimidin-4-yl)pyridin-3-yl)acryloylamide FC(C(=O)[NH-])=CC=1C=NC=C(C1)C1=NC(=NC=C1C1=CC(=C(C=C1)OC1=NC=CC(=N1)C)F)NC=1C=NN(C1)C